O1C2=C(OCC1C=1N[C@H](C(N1)([2H])[2H])[2H])C=C(C(=C2)[2H])[2H] (5S)-2-(2,3-dihydrobenzo[b][1,4]dioxin-2-yl-6,7-d2)-4,5-dihydro-1H-imidazole-4,4,5-d3